ClC1=C(C=C(C=C1F)C=1N=NN(C1)[C@@H]1[C@H]([C@@H](O[C@H]2[C@@H]1OC(OC2)(C)C)C(=O)O)OC)F (4aR,6R,7R,8R,8aR)-8-(4-(4-chloro-3,5-difluorophenyl)-1H-1,2,3-triazol-1-yl)-7-methoxy-2,2-dimethylhexahydropyrano[3,2-d][1,3]dioxine-6-carboxylic acid